ClC1=C(OC2=CC=C(C=N2)C2CN(C2)C(=O)N2CC(CC2)N2N=NN=C2)C=CC=C1 [3-[6-(2-chlorophenoxy)-3-pyridinyl]azetidin-1-yl]-[3-(tetrazol-1-yl)pyrrolidin-1-yl]methanone